CN(C)CC=1C=C(C=CC1)N\C(=C\1/C(NC2=CC(=CC=C12)C(=O)N(C)C)=O)\C1=CC=CC=C1 (Z)-3-(((3-((dimethylamino)methyl)phenyl)amino)(phenyl)methylene)-N,N-dimethyl-2-oxoindoline-6-carboxamide